(R,E)-N-((8-bromo-6-(1,1-difluoroethyl)imidazo[1,2-a]pyridin-2-yl)methylene)-2-methylpropane-2-sulfinamide BrC=1C=2N(C=C(C1)C(C)(F)F)C=C(N2)\C=N\[S@](=O)C(C)(C)C